CC(C(=O)[O-])(OC(NCCOCCOCC(NCCOCCOCC)=O)=O)C 2,2-dimethyl-4,13-dioxo-3,8,11,17,20-pentaoxa-5,14-diazabehenate